[Co].[Ni].[Fe].ClC=1C=C(C(=O)NCC2CC23CCN(CC3)CCC3=CC=CC=C3)C=C(C1)Cl 3,5-dichloro-N-((6-phenethyl-6-azaspiro[2.5]oct-1-yl)methyl)benzamide Iron-Nickel-Cobalt